C1[C@H](OC2=CC(=CC(=C2C1=O)O)O[C@H]3[C@@H]([C@H]([C@@H]([C@H](O3)COC(=O)C4=CC(=C(C(=C4)O)O)O)O)O)O)C5=CC(=C(C=C5)O)O The molecule is a monosaccharide derivative that is eriodictyol attached to a (6''-O-galloyl)-beta-D-glucopyranosyl residue at position 7 via a glycosidic linkage. It has a role as a plant metabolite. It is a member of 3'-hydroxyflavanones, a trihydroxyflavanone, a gallate ester, a monosaccharide derivative, a beta-D-glucoside and a member of 4'-hydroxyflavanones. It derives from an eriodictyol.